C(C=C)OC=1N(N=C2C1CN(CC2)C(=O)OCCCC)CC(=C)CO butyl 3-allyloxy-2-[2-(hydroxymethyl)allyl]-6,7-dihydro-4H-pyrazolo[4,3-c]pyridine-5-carboxylate